3-Methyl-5-(N-phenethyl-N-(2-(piperazin-1-yl)benzyl)sulfamoyl)benzofuran-2-carboxylic acid ethyl ester C(C)OC(=O)C=1OC2=C(C1C)C=C(C=C2)S(N(CC2=C(C=CC=C2)N2CCNCC2)CCC2=CC=CC=C2)(=O)=O